3-[2-(1-cyclopropyl-4,6,7-trifluoro-1,3-benzodiazol-5-yl)ethynyl]-1-[(3S,5R)-5-(methoxymethyl)-1-(prop-2-enoyl)pyrrolidin-3-yl]-5-(methylamino)pyrazole-4-carboxamide C1(CC1)N1C=NC2=C1C(=C(C(=C2F)C#CC2=NN(C(=C2C(=O)N)NC)[C@@H]2CN([C@H](C2)COC)C(C=C)=O)F)F